N-(2-chloro-5-(4,4,5,5-tetramethyl-1,3,2-dioxaborolan-2-yl)pyridin-3-yl)-4-fluorobenzenesulfonamide ClC1=NC=C(C=C1NS(=O)(=O)C1=CC=C(C=C1)F)B1OC(C(O1)(C)C)(C)C